O=C1N(CCC(N1)=O)C1=NN(C2=CC(=CC=C12)C=1CC(N(CC1)C(=O)OC(C)(C)C)(C)C)C tert-butyl 4-(3-(2,4-dioxotetrahydropyrimidin-1(2H)-yl)-1-methyl-1H-indazol-6-yl)-2,2-dimethyl-3,6-dihydropyridine-1(2H)-carboxylate